1-allyl-1,4-dihydro-3-pyridinecarbonitrile Methyl-Dihydro-2H-pyrrole-2-carboxylate COC(=O)C1NC=CC1.C(C=C)N1C=C(CC=C1)C#N